N1=C(C=CC2=CC=CC=C12)C=1SC2=C(N1)C=CC=C2 2-(quinolyl)benzothiazole